OC(C)(C)C(C(N)(N)C(C)(C)O)CC bis(hydroxyisopropyl)-butanediamine